2-(4-methoxybenzyl)-5-(2,2,2-trifluoro-1-(4-oxo-4-(4-(5-(trifluoromethyl)pyrimidin-2-yl)piperazin-1-yl)butoxy)ethyl)phthalazin COC1=CC=C(CN2CC3=CC=CC(=C3C=N2)C(C(F)(F)F)OCCCC(N2CCN(CC2)C2=NC=C(C=N2)C(F)(F)F)=O)C=C1